N[C@@H]1CN(CC1)C(=O)OC(C)(C)C tert-butyl (3S)-3-amino-pyrrolidine-1-carboxylate